1,6-dihydroxycyclohexa-2,4-diene-1-carboxylate OC1(C=CC=CC1O)C(=O)[O-]